OCC(O)COP(=O)(O)OC[C@H](N)C(=O)O Glycero-3-Phospho-L-Serine